C(C)C(=O)O Ethancarboxylic acid